S(=O)(=O)([O-])[O-].C(C)OO.[NH4+].[NH4+] ammonium ethoxyalcohol sulfate